NC1=NC2=CC=C(C=C2C=N1)C=1C=C(C=C(C1)F)N1C(C=CC(=C1)Cl)OC N-[3-(2-aminoquinazolin-6-yl)-5-fluorophenyl]-5-chloro-2-methoxypyridine